IC1=CC=C(C=C1)C=1OC=C(N1)S(=O)(=O)Cl 2-(4-Iodophenyl)oxazole-4-sulfonyl chloride